iron-silicon oxide [Si]=O.[Fe]